C1(CC1)CS(=O)(=O)NC1=C(C(=C(OC=2N=C(SC2C2=NC(=NC=C2)N[C@@H]2CN(C[C@H](C2)F)C(=O)OC(C)(C)C)C)C=C1F)C)F tert-butyl (3S,5S)-3-[[4-[4-[4-(cyclopropylmethylsulfonylamino)-3,5-difluoro-2-methyl-phenoxy]-2-methyl-thiazol-5-yl]pyrimidin-2-yl]amino]-5-fluoro-piperidine-1-carboxylate